BrC=1C=CC(=C(C(=O)OC)C1)CBr methyl 5-bromo-2-(bromo-methyl)-benzoate